Cl.BrC=1C=CC(=C(C1)S(=O)(=O)NC=1C=NC=2CCNCC2C1)OC 5-bromo-2-methoxy-N-(5,6,7,8-tetrahydro-1,6-naphthyridin-3-yl)benzenesulfonamide hydrochloride